(3S,4S)-4-(hydroxymethyl)-1-{3-[(1H-indol-6-ylmethyl)amino]pyrido[2,3-b]pyrazin-6-yl}piperidin-3-ol OC[C@H]1[C@@H](CN(CC1)C=1C=CC=2C(=NC(=CN2)NCC2=CC=C3C=CNC3=C2)N1)O